4'-{[2-(3,4-dimethoxyphenyl)ethyl]carbamoyl}[1,1'-biphenyl]-4-yl acetate C(C)(=O)OC1=CC=C(C=C1)C1=CC=C(C=C1)C(NCCC1=CC(=C(C=C1)OC)OC)=O